(4aR,8aS)-6-(6-(2-Chloro-4-fluorophenoxy)-2-azaspiro[3.3]heptane-2-carbonyl)hexahydro-2H-pyrido[4,3-b][1,4]oxazin-3(4H)-one ClC1=C(OC2CC3(CN(C3)C(=O)N3C[C@@H]4[C@@H](OCC(N4)=O)CC3)C2)C=CC(=C1)F